6-bromo-8-cyclopentyl-2-(6-methyl-5-piperazin-1-yl-pyridin-2-ylamino)-8H-pyrido[2,3-d]Pyrimidine-7-one BrC1=CC2=C(N=C(N=C2)NC2=NC(=C(C=C2)N2CCNCC2)C)N(C1=O)C1CCCC1